C(CCCCC)OC(CCCCCCC/C=C/C=C)OCCCCCC (3E)-12,12-dihexanyloxy-1,3-dodecadiene